C(C)C=1C=C(C=CC1C1=CC=C2C(=NNC2=C1)C=1NC=C(N1)C=CC1NCCOC1)O 3-ethyl-4-(3-(4-(2-(morpholin-3-yl)vinyl)-1H-imidazol-2-yl)-1H-indazol-6-yl)phenol